((4-cyano-3-fluorophenoxy)methyl)-3-(hydroxymethyl)azetidine-1-carboxylic acid tert-butyl ester C(C)(C)(C)OC(=O)N1C(C(C1)CO)COC1=CC(=C(C=C1)C#N)F